C(C)SC1=NC(=CC(=C1C(=O)NCC1=CC(=CC=C1)F)C)N(CC1COCCC1)C 2-Ethylsulfanyl-N-[(3-fluorophenyl)-methyl]-4-methyl-6-[methyl-(tetrahydro-pyran-3-yl-methyl)-amino]-pyridine-3-carboxylic acid amide